4-(3-Benzyloxy-5-bromo-quinolin-2-yl)-3,3-bis-tert-butoxycarbonyl-4-oxo-butyric acid ethyl ester C(C)OC(CC(C(=O)C1=NC2=CC=CC(=C2C=C1OCC1=CC=CC=C1)Br)(C(=O)OC(C)(C)C)C(=O)OC(C)(C)C)=O